12,27-dibenzyl-18-isobutyl-24-isopropyl-2,2,6,9,11,21-hexamethyl-4,7,10,13,16,19,22,25,28-nonaoxo-3-oxa-5,8,11,14,17,20,23,26,29-nonaazadotriacontan-32-oic acid C(C1=CC=CC=C1)C(N(C(C(NC(C(NC(OC(C)(C)C)=O)C)=O)C)=O)C)C(NCC(NC(C(NC(C(NC(C(NC(C(NCCC(=O)O)=O)CC1=CC=CC=C1)=O)C(C)C)=O)C)=O)CC(C)C)=O)=O